ClC=1C(=CC(=C(C1)NC(C)=O)C1(CCC1)O)C N-(5-chloro-2-(1-hydroxycyclobutyl)-4-methylphenyl)acetamide